tert-butyl (4-(5-amino-6-(aminomethyl)pyrazin-2-yl)cyclohex-3-en-1-yl)carbamate NC=1N=CC(=NC1CN)C1=CCC(CC1)NC(OC(C)(C)C)=O